4-(3,3-dimethylpiperazin-1-yl)-6-fluoro-N-(8-fluoro-2-methylimidazo[1,2-a]pyridin-6-yl)-2,3-dihydro-1H-pyrrolo[2,3-b]pyridine-1-carboxamide trifluoroacetate FC(C(=O)O)(F)F.CC1(CN(CCN1)C1=C2C(=NC(=C1)F)N(CC2)C(=O)NC=2C=C(C=1N(C2)C=C(N1)C)F)C